vinylbenzene-1,2-diol C(=C)C1=C(C(=CC=C1)O)O